2,5-dibromo-3-methylpyrazine BrC1=NC=C(N=C1C)Br